C=1C2=CN3C(N=C2C=CC1)S(C1=C3C=CC=C1)=O benzothiazolo-[2,3-b]-quinazolinone